C12(CC(C1)C2)NC2=NC(=NC=C2C#N)NC2=C(C=C(C(=C2)[N+](=O)[O-])N(C)CCN(C)C)OC 4-(bicyclo[1.1.1]pentan-1-ylamino)-2-(4-((2-(dimethylamino)ethyl)-(methyl)-amino)-2-methoxy-5-nitrophenylamino)pyrimidine-5-carbonitrile